CN1N=C(C=C1C)NC1=NC=C(C(=N1)C1=CNC2=C(C=CC=C12)N1C(C2=CC=CC=C2C1=O)=O)C 2-(3-(2-((1,5-dimethyl-1H-pyrazol-3-yl)amino)-5-methylpyrimidin-4-yl)-1H-indol-7-yl)isoindoline-1,3-dione